OCC[N+](C)(C)C.C(CN(CC(=O)O)CC(=O)[O-])N(CC(=O)O)CC(=O)O ethylenediaminetetraacetic acid mono-choline salt